S1N=CC=C1CN1CCC(CC1)C=1C=C2CN(C(C2=CC1)=O)C1C(NC(CC1)=O)=O 3-(5-(1-(isothiazol-5-yl-methyl)piperidin-4-yl)-1-oxo-isoindolin-2-yl)piperidine-2,6-dione